1-phenyl-pyridine C1(=CC=CC=C1)N1CC=CC=C1